2-(imidazole-2-yl)pyridine carbon [C].N1C(=NC=C1)C1=NC=CC=C1